N-(3-chloro-4-fluorophenyl)-4-(5-(4-fluoro-3-iodo-1-methyl-1H-pyrazol-5-yl)-5-hydroxyoctahydropentalen-2-yl)-1-methyl-1H-imidazole-5-carboxamide ClC=1C=C(C=CC1F)NC(=O)C1=C(N=CN1C)C1CC2CC(CC2C1)(O)C1=C(C(=NN1C)I)F